4-(azetidin-3-yloxy)-2-(difluoromethoxy)pyridine N1CC(C1)OC1=CC(=NC=C1)OC(F)F